1-(4-(4-((tert-butyldimethylsilyl)oxy)butyl)-2-isopropylpyridin-3-yl)-7-chloro-6-fluoropyrido[2,3-d]Pyrimidine-2,4(1H,3H)-dione [Si](C)(C)(C(C)(C)C)OCCCCC1=C(C(=NC=C1)C(C)C)N1C(NC(C2=C1N=C(C(=C2)F)Cl)=O)=O